ethyl-dimethylcyclohexane dicarbamate C(N)(O)=O.C(N)(O)=O.C(C)C1C(CCCC1)(C)C